C12=CC(=CC=C1)O2 1,3-phenylene oxide